[O-]S(=O)(=O)C(F)(F)F.C1=CC=CC2=CC3=CC=CC=C3C(=C12)C1=CC(=[N+](C=C1)C)F 4-(Anthracene-9-yl)-2-fluoro-1-methylpyridin-1-ium triflate